3-(1-oxo-4-{[(1s,4s)-4-({[1-(trifluoromethyl)cyclopropyl]methyl}amino)cyclohexyl]({spiro[3.3]heptan-2-ylmethyl})amino}-3H-isoindol-2-yl)piperidine-2,6-dione O=C1N(CC2=C(C=CC=C12)N(CC1CC2(C1)CCC2)C2CCC(CC2)NCC2(CC2)C(F)(F)F)C2C(NC(CC2)=O)=O